2-(2-(4-(tert-butoxy)-4-oxobutoxy)-4-chlorophenyl)-2-((3-methoxy-5-(methylsulfonyl)phenyl)amino)acetic acid C(C)(C)(C)OC(CCCOC1=C(C=CC(=C1)Cl)C(C(=O)O)NC1=CC(=CC(=C1)S(=O)(=O)C)OC)=O